O=C1C(N2CC[C@H]1C2)COP(=O)(OC2=CC=CC=C2)N[C@@H](C)C(=O)OCC(CC)CC 2-ethylbutyl ((((1R,4S)-3-oxo-1-azabicyclo[2.2.1]heptan-2-yl)methoxy)(phenoxy)phosphoryl)-L-alaninate